S(=O)(=O)(O)C(C(=O)OC(CCCCCCCCCCCCC)=O)CC(=O)[O-].[Na+] sodium myristoyl sulfosuccinate